C(C(C)C)S(=O)(=O)C1=C(OC2=C(C=C(C=C2)C2=NOC(=N2)CN2C(N(C(C2=O)(C)C)CC2=NC=CC=C2)=O)C(F)(F)F)C=CC=C1 3-((3-(4-(2-(isobutylsulfonyl)phenoxy)-3-(trifluoromethyl)phenyl)-1,2,4-oxadiazol-5-yl)methyl)-5,5-dimethyl-1-(pyridin-2-ylmethyl)imidazolidine-2,4-dione